FC(OC1=CC=C(OC2=CC=C(C=N2)S(=O)(=O)N2C[C@@H]3CC[C@H](C2)N3C(=O)OCCOC)C=C1)F (1S,2R,5R)-3-((6-(4-(difluoromethoxy)phenoxy)pyridin-3-yl)sulfonyl)-8-((2-methoxyethoxy)carbonyl)-3,8-diazabicyclo[3.2.1]octane